Octylphenyl-α-naphthylamine C(CCCCCCC)N(C1=CC=CC2=CC=CC=C12)C1=CC=CC=C1